N-(5-Bromo-2-(4-(dimethylamino)butoxy)pyridin-3-yl)benzenesulfonamide BrC=1C=C(C(=NC1)OCCCCN(C)C)NS(=O)(=O)C1=CC=CC=C1